(R)-N-(6-hydroxy-2-methyl-2H-pyrazolo[3,4-b]pyridin-5-yl)-4-(3-methylpiperazin-1-yl)-2,3-dihydro-1H-pyrrolo[2,3-b]pyridine-1-carboxamide 2,2,2-trifluoroacetate FC(C(=O)O)(F)F.OC=1C(=CC=2C(N1)=NN(C2)C)NC(=O)N2CCC=1C2=NC=CC1N1C[C@H](NCC1)C